FC1(CCN(CC1)C1=C(C=CC(=N1)C=1N=NN(C1)C1=C(C=C(C=C1)NS(=O)(=O)CCO)N1CCC2(CC2)CC1)OC)F N-(4-(4-(6-(4,4-difluoropiperidin-1-yl)-5-methoxypyridin-2-yl)-1H-1,2,3-triazol-1-yl)-3-(6-azaspiro[2.5]oct-6-yl)phenyl)-2-hydroxyethane-1-sulfonamide